(2-fluorophenyl)-4,5,6,7-tetrahydrobenzothiazole-2,6-diamine FC1=C(C=CC=C1)C1CC(CC2=C1N=C(S2)N)N